C(CCCCCCC\C=C/C\C=C/CCCCC)(=O)OCC(C(C=O)CC)CC=1N(C=NC1)C 3-ethyl-2-[(3-methylimidazol-4-yl) methyl]-4-oxobutyl (9Z,12Z)-octadeca-9,12-dienoate